propanediol distearate C(CCCCCCCCCCCCCCCCC)(=O)OC(CC)OC(CCCCCCCCCCCCCCCCC)=O